COCCCC=O 3-Methoxymethyl-propionaldehyde